(4-chlorophenyl)-3-(1,3-dihydroxypropan-2-yl)-8-(pyridin-3-yl)pyrido[3,4-d]pyrimidin-4(3H)-one ClC1=CC=C(C=C1)C=1N(C(C2=C(N1)C(=NC=C2)C=2C=NC=CC2)=O)C(CO)CO